FC=1C=C(C=NC1)C1=NC2=CC=CC=C2C(=C1)C(C)NC(C1=C(C=CC=C1)C)=O N-{1-[2-(5-fluoropyridin-3-yl)quinolin-4-yl]ethyl}-2-methylbenzamide